(pyridin-4-yl)cyclopropane-1-carboxamide N1=CC=C(C=C1)C1(CC1)C(=O)N